(2S,3R,4S,5S,6S)-2-(2-((S)-2-((tert-butoxycarbonyl)amino)propanamido)-5-(hydroxymethyl)phenoxy)-6-(methoxycarbonyl)tetrahydro-2H-pyran-3,4,5-triyl triacetate C(C)(=O)O[C@H]1[C@@H](O[C@@H]([C@H]([C@@H]1OC(C)=O)OC(C)=O)C(=O)OC)OC1=C(C=CC(=C1)CO)NC([C@H](C)NC(=O)OC(C)(C)C)=O